(1s,4s)-Methyl 4-(6-amino-4-methyl-1-oxoisoindolin-2-yl)cyclohexanecarboxylate NC1=CC(=C2CN(C(C2=C1)=O)C1CCC(CC1)C(=O)OC)C